NC1=NC=CC=C1C1=NC=2C(=NC(=CC2)C2CC2)N1C1=CC=C(CN2CCC(CC2)NC(OC(C)(C)C)=O)C=C1 tert-butyl (1-(4-(2-(2-aminopyridin-3-yl)-5-cyclopropyl-3H-imidazo[4,5-b]pyridin-3-yl)benzyl)piperidin-4-yl)carbamate